CC(C[C@H](NC(\C=C\C(NCC1=NC(=CC=C1)C1=CC=CC=C1)=O)=O)OB(O)O)C (R,E)-(3-methyl-1-(4-oxo-4-(((6-phenylpyridin-2-yl)methyl)amino)but-2-enamido)butyl)boric acid